(NZ,R)-N-[1-[3-(difluoromethyl)-6-methyl-2-morpholino-4-oxo-quinazolin-8-yl]ethylidene]-2-methyl-propane-2-sulfinamide FC(N1C(=NC2=C(C=C(C=C2C1=O)C)\C(\C)=N/[S@](=O)C(C)(C)C)N1CCOCC1)F